ethyl 1-(4-(2-cyanoethyl) benzyl)-1H-imidazole-4-carboxylate C(#N)CCC1=CC=C(CN2C=NC(=C2)C(=O)OCC)C=C1